(R)-N-(3,3-difluoro-1-(3-methyl-oxetan-3-yl)piperidin-4-yl)-5-(1-(2,2-difluoroethyl)-1H-benzo[d][1,2,3]triazol-6-yl)-4-(methoxy-d3)pyrrolo[2,1-f][1,2,4]triazin-2-amine FC1(CN(CC[C@H]1NC1=NN2C(C(=N1)OC([2H])([2H])[2H])=C(C=C2)C=2C=CC1=C(N(N=N1)CC(F)F)C2)C2(COC2)C)F